racemic-(1R,2R)-1-(2-bromo-6-chloropyridin-4-yl)-2-((2-hydroxyethyl)amino)propan-1-ol BrC1=NC(=CC(=C1)[C@H]([C@@H](C)NCCO)O)Cl |r|